5-(5-cyano-7-fluoro-1,2,3,4-tetrahydrocyclopenta[b]indol-8-yl)-3,6-dihydro-2H-pyridine-1-carboxylic acid tert-butyl ester C(C)(C)(C)OC(=O)N1CCC=C(C1)C=1C=2C3=C(NC2C(=CC1F)C#N)CCC3